C(C1=CC=CC=C1)N1C2CC(CC1CCC2)C#N 9-Benzyl-9-azabicyclo[3.3.1]nonane-3-carbonitrile